C(C)(C)(C)OC(=O)N1CC(CC1)(CO)COCC1=CC=CC=C1 3-(benzyloxy)methyl-3-(hydroxymethyl)pyrrolidine-1-carboxylic acid tert-butyl ester